C12=CC=CC=C2C(C1)CNC(=O)C1=C(N=NC(=C1)Cl)Cl N-(bicyclo[4.2.0]octa-1,3,5-trien-7-ylmethyl)-3,6-dichloropyridazine-4-carboxamide